CCCCCCCCCCCCC/C=C\C(=O)O 2-cis-hexadecenoic acid